N-(4-Methoxy-6-(1-methyl-1H-pyrazol-4-yl)pyrazolo[1,5-a]pyridin-3-yl)acetamide COC=1C=2N(C=C(C1)C=1C=NN(C1)C)N=CC2NC(C)=O